Benzyl 2-chloro-8-cyclopropyl-8-methyl-7,8-dihydro-6H-pyrazolo[1,5-a]pyrrolo[2,3-e]pyrimidine-6-carboxylate ClC1=NN2C(N=CC3=C2C(CN3C(=O)OCC3=CC=CC=C3)(C)C3CC3)=C1